(S)-α-methoxyphenylacetic acid CO[C@H](C(=O)O)C1=CC=CC=C1